COC1=C(C=CC=C1)C#CC1=CC=CC=C1 1-methoxy-2-(2-phenyl-ethynyl)benzene